1-N'-[5-chloro-6-(2,3-dihydro-[1,4]dioxino[2,3-b][1,5]naphthyridin-6-yloxy)pyridin-3-yl]-1-N-(4-fluorophenyl)cyclopropane-1,1-dicarboxamide ClC=1C=C(C=NC1OC1=CC=NC=2C=C3C(=NC12)OCCO3)NC(=O)C3(CC3)C(=O)NC3=CC=C(C=C3)F